O=[O+][O-].[Au] Gold ozone